O1C(C1)COC1=CC=C(C=C1)C1OCC2(CO1)COC(OC2)C2=CC=C(C=C2)OCC2OC2 3,9-bis[4-(oxiran-2-ylmethoxy)phenyl]-2,4,8,10-tetraoxaspiro[5.5]undecane